(S)-2-((2-methylphenanthridin-6-yl)methyl)pyrrolidine-1-carboxylic acid tert-butyl ester C(C)(C)(C)OC(=O)N1[C@@H](CCC1)CC=1N=C2C=CC(=CC2=C2C=CC=CC12)C